C(C)OC(=O)C1=C(NC(=N[C@H]1C1=C(C(=CC=C1)F)C)C=1SC=CN1)CN1C2C(CC1)C(N(C2=O)CC(C(=O)O)(C)C)=O 3-(1-(((S)-5-(ethoxycarbonyl)-6-(3-fluoro-2-methylphenyl)-2-(thiazol-2-yl)-3,6-dihydropyrimidin-4-yl)methyl)-4,6-dioxohexahydropyrrolo[3,4-b]pyrrol-5(1H)-yl)-2,2-dimethylpropanoic acid